3-(4-cyanophenyl)-N-[(6-methyl-3-pyridinyl)methyl]imidazo[1,2-a]pyridine-7-carboxamide C(#N)C1=CC=C(C=C1)C1=CN=C2N1C=CC(=C2)C(=O)NCC=2C=NC(=CC2)C